(S)-8-Hydroxy-7-methoxy-2-(4-methoxyphenyl)-1,11a-dihydro-5H-benzo[e]pyrrolo[1,2-a][1,4]diazepine-5,11(10H)-dione OC=1C(=CC2=C(NC([C@H]3N(C2=O)C=C(C3)C3=CC=C(C=C3)OC)=O)C1)OC